2-acetyl-2-pyrroline C(C)(=O)C=1NCCC1